O=C1NC(CCC1N1C(C2=CC=CC(=C2C1=O)C1NCCC(C1)CC1N(CCNC1)C(C(=O)N)C=O)=O)=O ((1-(2-(2-(2,6-dioxopiperidin-3-yl)-1,3-dioxo-isoindol-4-yl)piperidin-4-yl)methyl)piperazin-1-yl)3-oxopropanamide